C(C1=CC=CC=C1)OC=1C=C(C=CC1)C(C(=O)OCC1CCN(CC1)C(=O)OC(C)(C)C)(C1=CC=CC=C1)O tert-Butyl 4-((2-(3-(benzyloxy)phenyl)-2-hydroxy-2-phenylacetoxy)methyl)piperidine-1-carboxylate